C(CCNCCCCCCCC(=O)OC(CCCCCCCC)CCCCCCCC)NCCCCCCCC(=O)OC(CCCCCCCC)CCCCCCCC di(heptadecan-9-yl) 8,8'-(propane-1,3-diylbis(azanediyl))dioctanoate